2-(azepan-1-yl)-5-chloro-4,6-dimethyl-N-(5-sulfamoyl-3-pyridyl)pyridine-3-carboxamide N1(CCCCCC1)C1=NC(=C(C(=C1C(=O)NC=1C=NC=C(C1)S(N)(=O)=O)C)Cl)C